OCC(C)(C)NC(=O)C=1C=2C[C@H]3[C@@H](C2N(N1)C1=NC=C(C=C1)N1CCOCC1)C3 (1aS,5aS)-2-(5-Morpholin-4-yl-pyridin-2-yl)-1a,2,5,5a-tetrahydro-1H-2,3-diaza-cyclopropa[a]pentalene-4-carboxylic Acid (2-Hydroxy-1,1-dimethyl-ethyl)-amide